ClC=1C=C(C2=C(C(CO2)O)C1)S(=O)(=O)NC1=C(C(=C(C=C1)F)C=1C(=C2C=NC(=NC2=CC1)NC1CCN(CC1)C(C)C)F)F 5-chloro-N-(2,4-difluoro-3-(5-fluoro-2-((1-isopropylpiperidin-4-yl)amino)quinazolin-6-yl)phenyl)-3-hydroxy-2,3-dihydrobenzofuran-7-sulfonamide